CNCCCN N-methyl-1,3-propanediamin